ClC=1C=C2C(NCCOC3=CC=CC=C3C=3C(=CC(=C(CS(C(C1O)=C2)(=O)=O)C3)F)F)=O 15-chloro-21,23-difluoro-16-hydroxy-8-oxa-18lambda6-thia-11-azatetracyclo[18.3.1.113,17.02,7]pentacosa-1(24),2,4,6,13,15,17(25),20,22-nonaene-12,18,18-trione